ClC1=C(C=CC=C1)[C@H](C)NC1=NC(=C(C(=O)O)C=C1F)F (S)-6-((1-(2-chlorophenyl)ethyl)amino)-2,5-difluoronicotinic acid